benzyl N-[2-[2-[2-[2-[3-[[5-[[(1S,2R)-2-aminocyclohexyl]amino]-8-carbamoyl-imidazo[1,2-c]pyrimidin-7-yl]amino]-5-methoxy-phenoxy]ethoxy]ethoxy]ethoxy]ethyl]carbamate N[C@H]1[C@H](CCCC1)NC1=NC(=C(C=2N1C=CN2)C(N)=O)NC=2C=C(OCCOCCOCCOCCNC(OCC1=CC=CC=C1)=O)C=C(C2)OC